NCCNCCN 2-Amino-1-(2-aminoethyl-amino)ethane